2-methoxy-methyl-aniline COC1=C(NC)C=CC=C1